2-((1r,4r)-4-((8-methoxy-3-(3-(trifluoromethyl)phenyl)imidazo[1,2-b]pyridazin-6-yl)amino)cyclohexyl)propan-2-ol COC=1C=2N(N=C(C1)NC1CCC(CC1)C(C)(C)O)C(=CN2)C2=CC(=CC=C2)C(F)(F)F